COC1=C(C=CC=C1)S1C=NC=C1 1-(2-methoxyphenyl)thiazole